CN([C@@H]1CN(CC1)C1=C2C(=NC(=C1)NC(=O)C1CC1)NC=C2)S(=O)(=O)CC (S)-N-(4-(3-(N-methylethylsulfonylamino)pyrrolidin-1-yl)-1H-pyrrolo[2,3-b]pyridin-6-yl)cyclopropylcarboxamide